2-Thienyl-carboxylic acid S1C(=CC=C1)C(=O)O